C1(CC1)S(=O)(=O)N1N=CC(=C1)NC(C1=CN=C(C=C1NC(C)C)NC1=NC(=NC=C1)N1C[C@H]([C@H](CC1)OC)F)=O N-(1-(cyclopropylsulfonyl)-1H-pyrazol-4-yl)-6-((2-(cis-3-fluoro-4-methoxypiperidin-1-yl)pyrimidin-4-yl)amino)-4-(isopropylamino)nicotinamide